2-((4-((2-(dimethylamino)ethyl)(methyl)amino)phenyl)amino)-5-ethynyl-8-((1s,4s)-4-(hydroxymethyl)cyclohexyl)pyrido[2,3-d]pyrimidin-7(8H)-one CN(CCN(C1=CC=C(C=C1)NC=1N=CC2=C(N1)N(C(C=C2C#C)=O)C2CCC(CC2)CO)C)C